C1(CC1)COC=1C=C(C=CC1OC)C(C(=O)N(C(=O)OC(C)(C)C)C(=O)OC(C)(C)C)=CN1C(=CC(C=C1C)=C=O)C 2-(3-cyclopropylmethoxy-4-methoxyphenyl)-3-(2,6-dimethyl-4-carbonylpyridin-1(4H)-yl)-N,N-di-t-butoxycarbonylacrylamide